FC(C(O)C1=NC=C(C=C1)N1CCN(CC1)C1=CC=C(C=C1)B1OC(C(O1)(C)C)(C)C)(F)F 2,2,2-trifluoro-1-(5-(4-(4-(4,4,5,5-tetramethyl-1,3,2-dioxaborolan-2-yl)phenyl)piperazin-1-yl)pyridin-2-yl)ethan-1-ol